C(C#CC)(=O)N1CC2N(CCC2C1)C1=C2C(=C(NC2=C(C=C1F)C(=O)N)C)C 4-(5-(but-2-ynoyl)hexahydropyrrolo[3,4-b]pyrrol-1(2H)-yl)-5-fluoro-2,3-dimethyl-1H-indole-7-carboxamide